1-(3-((4-((4-([1,2,4]Triazolo[1,5-a]pyridin-7-yloxy)-2-fluoro-3-meth-ylphenyl)amino)pyrido[3,4-d]pyrimidin-6-yl)oxy)-8-azabicyclo[3.2.1]octan-8-yl)prop-2-en-1-one N=1C=NN2C1C=C(C=C2)OC2=C(C(=C(C=C2)NC=2C1=C(N=CN2)C=NC(=C1)OC1CC2CCC(C1)N2C(C=C)=O)F)C